CC1=C(C(N(C=2C3=C(CC(C12)C(C)(C)C)N1C(=N3)C(=CC(=C1)F)OC(F)F)CC1=C(C=C(C=C1)OC)OC)=O)C(=O)OCCCCCCC(C(C(C(C(C(F)(F)F)(F)F)(F)F)(F)F)(F)F)(F)F 6-(perfluorohexyl)hexanol methyl-5-(tert-butyl)-11-(difluoromethoxy)-1-(2,4-dimethoxybenzyl)-9-fluoro-2-oxo-1,2,5,6-tetrahydropyrido[2',1':2,3]imidazo[4,5-h]quinoline-3-carboxylate